FC=1C=C2C=CC=C(C2=CC1)OCCCC1=CNC2=C(C=CC=C12)C=1C(=NN(C1C)C)C 3-{3-[(6-fluoronaphthalen-1-yl)oxY]propyl}-7-(1,3,5-trimethyl-1H-pyrazol-4-yl)-1H-indole